tert-butyl N-tert-butoxycarbonyl-N-[6-[[[(2S)-3-(3,4-difluorophenyl)-2-[(7-isopropyl-[1,2,4]triazolo[1,5-a]pyrimidine-5-carbonyl)amino]propanoyl]amino]methyl]-1-isoquinolyl]carbamate C(C)(C)(C)OC(=O)N(C(OC(C)(C)C)=O)C1=NC=CC2=CC(=CC=C12)CNC([C@H](CC1=CC(=C(C=C1)F)F)NC(=O)C1=NC=2N(C(=C1)C(C)C)N=CN2)=O